tert-butyl {(1S,3R)-3-[(dibenzylamino)methyl]-2,2-dimethylcyclobutyl}carbamate C(C1=CC=CC=C1)N(CC1=CC=CC=C1)C[C@H]1C([C@H](C1)NC(OC(C)(C)C)=O)(C)C